N-(tert-butoxycarbonylaminopropyl)methacrylamide C(C)(C)(C)OC(=O)NCCCNC(C(=C)C)=O